[C@@H]12N(C[C@@H](NC1)C2)CCOCCOCCNC(OCC2=CC=CC=C2)=O benzyl (2-(2-(2-((1S,4S)-2,5-diazabicyclo[2.2.1]heptan-2-yl)ethoxy) ethoxy)ethyl)carbamate